C1(=CC=C(C=C1)N(C1=CC=2C(C3=CC=CC=C3C2C=C1)(C)C)C1=CC=C(C=C1)C=1C=CC=2N(C3=CC=CC=C3C2C1)C1=CC=CC=C1)C1=CC=CC=C1 N-([1,1'-biphenyl]-4-yl)-9,9-dimethyl-N-[4-(9-phenyl-9H-carbazol-3-yl)phenyl]-9H-fluoren-2-amine